C(#N)C1(CC1)NS(=O)(=O)C1=CC=C2C3=C(N(C2=C1)C=1SC(=NN1)C(F)F)N=CN=C3N3CCN(CC3)C(=O)C3C(C3)(F)F N-(1-Cyanocyclopropyl)-4-(4-(2,2-difluorocyclopropane-1-carbonyl)piperazin-1-yl)-9-(5-(difluoromethyl)-1,3,4-thiadiazol-2-yl)-9H-pyrimido[4,5-b]indole-7-sulfonamide